FC1=C(C=CC=C1)[C@]1(C[C@@H]2[C@H](N(OC2(C)C)C)[C@H](C1)C)C |r| rac-(3aR,5R,7S,7aR)-5-(2-fluorophenyl)-1,3,3,5,7-pentamethyloctahydro-benzo[c]isoxazole